O=C1C(OC2=C(N1)C=CC(=C2)NC(=O)NCC2=CC=NC=C2)C2=CC=CC=C2 N-(3-oxo-2-phenyl-3,4-dihydro-2H-1,4-benzoxazin-7-yl)-N'-[(pyridin-4-yl)methyl]urea